ClC(C(=O)N1CCOC12CCCCC2)Cl 4-Dichloroacetyl-1-oxa-4-azaspiro[4.5]decane